FC1=CC=C(C=C1)NC(=O)C1(CC1)C(=O)NC1=CC=C(OC2=CC=NC3=CC(=C(C=C23)C(=O)OC)NC)C=C1 methyl 4-[4-[[1-[(4-fluorophenyl)carbamoyl] cyclopropanecarbonyl] amino]phenoxy]-7-(methylamino)quinoline-6-carboxylate